7-methoxynorbornadiene tert-butyl-2-(5-chloro-3-methyl-6-(trifluoromethyl)pyrazin-2-yl)-2,8-diazaspiro[4.5]decane-8-carboxylate C(C)(C)(C)OC(=O)N1CCC2(CCN(C2)C2=NC(=C(N=C2C)Cl)C(F)(F)F)CC1.COC1C2=CC=C1CC2